C(C)(=O)NC1=CC=C(C=C1)NS(=O)(=O)[C@@H](CC1=CC=C(C=C1)NS(=O)(=O)O)C=1N=C(SC1)C=1SC=CC1 4-{(S)-2-(4-acetylaminophenylsulfamoyl)-2-[2-(thiophen-2-yl)thiazol-4-yl]ethyl}phenylaminosulfonic acid